CC1=C(C=CC=C1C1=CC=CC=C1)C=O 2-methyl-3-phenylbenzene-1-carbaldehyde